COC1=NC=CC=2N=C(N=C(C21)NC2(CC2)C)NC=2C=NN(C2)C2CCC(CC2)C=O 4-(4-((5-methoxy-4-((1-methylcyclopropyl)amino)pyrido[4,3-d]pyrimidin-2-yl)amino)-1H-pyrazol-1-yl)cyclohexane-1-carbaldehyde